2-(5-(3,5-dichloro-4-fluorophenyl)-5-(trifluoromethyl)-4,5-dihydroisoxazol-3-yl)-N-(2,2-difluoroethyl)-2,3-dihydro-1H-pyrrolo[3,4-c]pyridine-6-carbothioamide ClC=1C=C(C=C(C1F)Cl)C1(CC(=NO1)N1CC=2C=NC(=CC2C1)C(NCC(F)F)=S)C(F)(F)F